FC1(CNC(N(C1)C1(CCOCC1)C=1C=CC2=C(N=C(O2)C(NC(=O)C2=CC=NN2CC)C2CCC(CC2)(F)F)C1)=O)F N-((5-(4-(5,5-difluoro-2-oxotetrahydropyrimidin-1(2H)-yl)tetrahydro-2H-pyran-4-yl)benzo[d]oxazol-2-yl)(4,4-difluorocyclohexyl)methyl)-1-ethyl-1H-pyrazole-5-carboxamide